bromo-6-chloro-5-iodo-1-tetrahydropyran-2-yl-indazole BrC1=NN(C2=CC(=C(C=C12)I)Cl)C1OCCCC1